CS(=O)(=O)OCC12COC(C1)(C2)CNC2=C1C=CN=C(C1=CC=C2)NCC2=C(C=C(C=C2)OC)OC (1-(((1-((2,4-Dimethoxybenzyl)amino)isoquinolin-5-yl)amino)methyl)-2-oxabicyclo[2.1.1]hexan-4-yl)methyl methanesulfonate